C1(CC1)CN(C=1C=C2N=C(C=NC2=CC1)C=1C=NN(C1)C)C1=CC=CC=C1 N-(Cyclopropylmethyl)-3-(1-methylpyrazol-4-yl)-N-phenylquinoxalin-6-amine